C(C(C)C)(=O)OC[C@H]1O[C@@]([C@@H]2OC(O[C@@H]21)=O)(C#N)C2=CC=C1C(=NC=NN12)N ((3aR,4R,6R,6aR)-6-(4-aminopyrrolo[2,1-f][1,2,4]triazin-7-yl)-6-cyano-2-oxotetrahydrofuro[3,4-d][1,3]dioxol-4-yl)methyl isobutyrate